[Cl-].[Cl-].C[SiH](C)C=1C(=C(C(=C2C(=C(C(C12)[Zr](C)(C)NC(C)(C)C)C1C=CC=C1)C)C)C)C dimethylsilyl-tetramethyl-cyclopentadienyl-t-butylamino-dimethyl-indenyl-zirconium dichloride